SCSC(SCS)CC(SCSC(CC(SCSC(CC(SCS)SCS)SCS)SCS)SCS)SCS 3,5,9,11,15,17-hexa(mercaptomethylthio)-1,19-dimercapto-2,6,8,12,14,18-hexathia-nonadecane